benzyl 4-(5-oxopentyl)piperidine-1-carboxylate O=CCCCCC1CCN(CC1)C(=O)OCC1=CC=CC=C1